nonanoic acid anhydride C(CCCCCCCC)(=O)OC(CCCCCCCC)=O